FC1(CCN(CC1)C1=C(C=C(C=N1)C1=NC(=NO1)C(=O)O)F)F 5-[6-(4,4-difluoropiperidin-1-yl)-5-fluoropyridin-3-yl]-1,2,4-oxadiazole-3-carboxylic acid